tert-butyl (S)-7-((R)-1-(2,4-difluorophenyl)-1,2,3,4-tetrahydroisoquinoline-2-carbonyl)-1,4-oxaazepane-4-carboxylate FC1=C(C=CC(=C1)F)[C@@H]1N(CCC2=CC=CC=C12)C(=O)[C@@H]1CCN(CCO1)C(=O)OC(C)(C)C